C(C1=CC=CC=C1)OC1CC(OC1)C=1C=NC(=NC1)NC(OC(C)(C)C)=O tert-butyl N-{5-[4-(benzyloxy)oxolan-2-yl]pyrimidin-2-yl}carbamate